COC(C1=C(C=C(C=C1)F)OC=1C=C2C(=NC1Br)N(C=C2)C(C2=CC=CC=C2)=O)=O 2-((1-benzoyl-6-bromo-1H-pyrrolo[2,3-b]pyridin-5-yl)oxy)-4-fluorobenzoic acid methyl ester